(R)-N-(2,6-dichloro-2'-(trifluoromethoxy)-[1,1'-biphenyl]-4-yl)-2-(4-(ethylsulfonyl)phenyl)-3-methoxypropionamide ClC1=C(C(=CC(=C1)NC([C@@H](COC)C1=CC=C(C=C1)S(=O)(=O)CC)=O)Cl)C1=C(C=CC=C1)OC(F)(F)F